Methylglutaric acid CC(CC(=O)O)CC(=O)O